N-[3-[5-[6-[4-[2-[4-[4-(2,6-dioxo-3-piperidyl)phenyl]-1-piperidyl]acetyl]piperazin-1-yl]-3-pyridyl]-1H-pyrrolo[2,3-b]pyridine-3-carbonyl]-2,4-difluoro-phenyl]propane-2-sulfonamide O=C1NC(CCC1C1=CC=C(C=C1)C1CCN(CC1)CC(=O)N1CCN(CC1)C1=CC=C(C=N1)C=1C=C2C(=NC1)NC=C2C(=O)C=2C(=C(C=CC2F)NS(=O)(=O)C(C)C)F)=O